CC=1N=NN(C1C(=O)O)CC=1C=NC(=CC1)C(NC1=CC=C(C=C1)OC(F)(F)F)=O 4-methyl-1-((6-((4-(trifluoromethoxy)phenyl)carbamoyl)pyridin-3-yl)methyl)-1H-1,2,3-triazole-5-carboxylic acid